4-((1-phenyl-1H-indazol-6-yl)oxy)pyridin-2-amine C1(=CC=CC=C1)N1N=CC2=CC=C(C=C12)OC1=CC(=NC=C1)N